C(C)OC(=O)C=1C=CC2=C(SC=C2)C1 benzo[b]thiophene-6-carboxylic acid ethyl ester